ClC1=NC(=NC(=N1)NC(C)C)NC(C)C 6-chloro-N2,N4-diisopropyl-1,3,5-triazine-2,4-diamine